sodium tri(1H-imidazole-1-yl)borohydride N1(C=NC=C1)[BH-](N1C=NC=C1)N1C=NC=C1.[Na+]